FC(C1=C(C#N)C=CC=C1C1=CC=C(C=C1)C(=O)N1[C@@H](C/C(/C1)=N/OC)CO)F 2-(Difluoromethyl)-3-(4-[(2S,4Z)-2-(hydroxymethyl)-4-(methoxyimino)pyrrolidine-1-carbonyl]phenyl)benzonitrile